OCOC1=CC=C(C=CC(=O)O)C=C1 4-hydroxymethyloxycinnamic acid